ClC1=C(NC2=CC=CC(=C12)Cl)C(=O)N1CCN(CC1)C(CN1CC(C1)(F)F)=O 1-(4-(3,4-dichloro-1H-indole-2-carbonyl)piperazin-1-yl)-2-(3,3-difluoroazetidin-1-yl)ethan-1-one